(S)-4-methyl-1-oxo-1-(((S)-1-oxo-3-((S)-2-oxopiperidin-3-yl)propan-2-yl)amino)pentan CC(CCC(N[C@H](C=O)C[C@H]1C(NCCC1)=O)=O)C